CC1=CSC=2C1=NC=C(C2C)C(C)(C)O 2-(3,7-dimethylthieno[3,2-b]pyridin-6-yl)propan-2-ol